CC1(CN(CCO1)C1=CC=C(C=N1)C=O)C [6-(2,2-dimethylmorpholin-4-yl)pyridin-3-yl]methanone